9,9',9'',9'''-(4-(2-(2,6-diphenylpyridin-3-yl)phenyl)pyridine-2,3,5,6-tetrayl)tetrakis(3-(tert-butyl)-9H-carbazole) C1(=CC=CC=C1)C1=NC(=CC=C1C1=C(C=CC=C1)C1=C(C(=NC(=C1N1C2=CC=CC=C2C=2C=C(C=CC12)C(C)(C)C)N1C2=CC=CC=C2C=2C=C(C=CC12)C(C)(C)C)N1C2=CC=CC=C2C=2C=C(C=CC12)C(C)(C)C)N1C2=CC=CC=C2C=2C=C(C=CC12)C(C)(C)C)C1=CC=CC=C1